N-(3-ethyl-6-methoxybenzo[d]isoxazol-5-yl)butane-1-sulfonamide C(C)C1=NOC2=C1C=C(C(=C2)OC)NS(=O)(=O)CCCC